5-Methyl-2-(morpholinomethyl)-N-(1-(naphthalen-1-yl)cyclopropyl)-1H-indole-6-carboxamide CC=1C=C2C=C(NC2=CC1C(=O)NC1(CC1)C1=CC=CC2=CC=CC=C12)CN1CCOCC1